N-(3-(1,5-dimethyl-2,4-dioxa-3-borabicyclo[3.1.0]hexan-3-yl)-2-methylphenyl)-4-oxo-4,5,6,7-tetrahydropyrazolo[1,5-a]pyridine-2-carboxamide CC12OB(OC2(C1)C)C=1C(=C(C=CC1)NC(=O)C1=NN2C(C(CCC2)=O)=C1)C